2,2,3,3,3-pentafluoropropyltri-n-propoxysilane FC(C[Si](OCCC)(OCCC)OCCC)(C(F)(F)F)F